BrC1=CC=CC(=N1)OCC1=C(C=C(C=C1)F)CCCOC1=C(C=C(C(=C1)B1OC(C(O1)(C)C)(C)C)C)CC(=O)OC methyl 2-[2-[3-[2-[(6-bromo-2-pyridyl)oxymethyl]-5-fluoro-phenyl]propoxy]-5-methyl-4-(4,4,5,5-tetramethyl-1,3,2-dioxaborolan-2-yl)phenyl]acetate